tert-butyl (1r,3as,6ar)-5-benzyl-1-methylhexahydropyrrolo[3,4-c]pyrrole-2(1H)-carboxylate C(C1=CC=CC=C1)N1C[C@H]2[C@@H](C1)CN([C@@H]2C)C(=O)OC(C)(C)C